ClC=1C=C(C=C(C1)F)NC1=NN2C(C=N1)=C(C=C2C2CCC1(OCCO1)CC2)C2=CC=C(C=C2)CN2CCN(CC2)C N-(3-chloro-5-fluorophenyl)-5-(4-((4-methylpiperazin-1-yl)methyl)phenyl)-7-(1,4-dioxaspiro[4.5]decan-8-yl)pyrrolo[2,1-f][1,2,4]triazin-2-amine